O=C1CC[C@@H](N1)C(=O)O 5-Oxo-D-proline